C(C)O[Si](CCCOC1COC1)(C)C 3-{3-(ethoxydimethylsilyl)propoxy}oxetane